N-((cis)-3-(5-chloro-2-cyanophenyl)cyclobutyl)-3-cyano-1-((S or R)-1-(2-((1R,5S)-2-oxo-3-azabicyclo[3.1.0]hexan-3-yl)pyrimidin-5-yl)ethyl)-1H-pyrazole-4-carboxamide ClC=1C=CC(=C(C1)[C@H]1C[C@H](C1)NC(=O)C=1C(=NN(C1)[C@@H](C)C=1C=NC(=NC1)N1C([C@@H]2C[C@@H]2C1)=O)C#N)C#N |o1:19|